2-ethyl-6-methyl-N-(3-(3'-(trifluoromethoxy)-[1,1'-biphenyl]-3-yl)propyl)thieno[2,3-d]pyrimidin-4-amine C(C)C=1N=C(C2=C(N1)SC(=C2)C)NCCCC=2C=C(C=CC2)C2=CC(=CC=C2)OC(F)(F)F